C1N(CC12CCNCC2)C2=NC=NC1=CC(=C(C=C21)CC(F)(F)F)F 4-(2,7-diazaspiro[3.5]non-2-yl)-7-fluoro-6-(2,2,2-trifluoroethyl)quinazoline